(1s,4s)-4-(hydroxymethyl)cyclohexane-1-carboxylic acid C1CC(CCC1CO)C(=O)O